2-((1R,2S)-1-(2-chlorophenyl)-1-(3-fluoro-1-methyl-1H-pyrazol-4-yl)propan-2-yl)-5-hydroxy-N-(isoxazol-4-yl)-1-methyl-6-oxo-1,6-dihydropyrimidine-4-carboxamide ClC1=C(C=CC=C1)[C@H]([C@H](C)C=1N(C(C(=C(N1)C(=O)NC=1C=NOC1)O)=O)C)C=1C(=NN(C1)C)F